(E)-2-((1-(1-naphthoyl)-5-chloro-1H-indol-3-yl)methylene)hydrazine-1-carboximidamide hydrochloride Cl.C1(=CC=CC2=CC=CC=C12)C(=O)N1C=C(C2=CC(=CC=C12)Cl)C=NN/C(/N)=N/[H]